C1(=CC(=CC(=C1)C)C)[Na] (3,5-xylyl)sodium